O[C@H]1[C@H](OC[C@@H]([C@H]1O)NC1=NC(=CN=C1)C(F)(F)F)CN1CCN(CC1)CC1CCN(CC1)C1=CC=C(C(=O)OC2=C(C(=CC(=C2F)F)F)F)C=C1 2,3,5,6-tetrafluorophenyl 4-(4-((4-(((2R,3R,4R,5S)-3,4-dihydroxy-5-((6-(trifluoromethyl)pyrazin-2-yl)amino)tetrahydro-2H-pyran-2-yl)methyl)piperazin-1-yl)methyl)piperidin-1-yl)benzoate